N-(2-(4-hydroxy-4-(3-(trifluoromethyl)phenyl)piperidin-1-yl)-2-oxoethyl)-2-oxo-1,2,3,4-tetrahydroquinoline-6-sulfonamide OC1(CCN(CC1)C(CNS(=O)(=O)C=1C=C2CCC(NC2=CC1)=O)=O)C1=CC(=CC=C1)C(F)(F)F